CN1C(CNCC1)(C)C 1,2,2-Trimethylpiperazine